ethyl-4-ethyl-1-((6'-(methoxycarbonyl)-[1,1':3',1''-terphenyl]-4-yl)methyl)-2-propyl-1H-imidazole C(C)C1=C(N=C(N1CC1=CC=C(C=C1)C1=CC(=CC=C1C(=O)OC)C1=CC=CC=C1)CCC)CC